[N+](=O)([O-])C1=CC=C(C=C1)S(=O)(=O)NCCOCCOCCOCCCOCCNC(OC(C)(C)C)=O Tert-Butyl (1-((4-nitrophenyl)sulfonamido)-3,6,9,13-tetraoxapentadecan-15-yl)carbamate